ClC=1C(N(C(=CC1OCC1=NC=C(C=C1Cl)F)C)C1=CC(=NC=C1C)N1C(C(=NC=C1)C(C)(C)O)=O)=O 3-chloro-4-[(3-chloro-5-fluoropyridin-2-yl)methoxy]-2'-[3-(2-hydroxypropan-2-yl)-2-oxopyrazin-1-yl]-5',6-dimethyl-[1,4'-bipyridin]-2-one